trans-(rac)-ethyl 2-(6-(2-carbamoyl-5-(trifluoromethoxy)benzo[b]thiophen-3-yl)pyridin-2-yl)cyclopropane-1-carboxylate C(N)(=O)C1=C(C2=C(S1)C=CC(=C2)OC(F)(F)F)C2=CC=CC(=N2)[C@H]2[C@@H](C2)C(=O)OCC |r|